ClC=1N=CC=C2C1N(C(=C2)C(=O)OCC)CC2CC2 ethyl 7-chloro-1-(cyclopropylmethyl)pyrrolo[2,3-c]pyridine-2-carboxylate